N1=C(C=C(C=C1)C(=O)[O-])C(=O)[O-].[Li+].[Li+] lithium 2,4-pyridinedicarboxylate